(R,E)-2-methyl-N-((3-((2-(trimethylsilyl)ethoxy)methyl)-3H-imidazo[4,5-b]pyridin-5-yl)methylene)propane-2-sulfinamide CC(C)(C)[S@@](=O)/N=C/C1=CC=C2C(=N1)N(C=N2)COCC[Si](C)(C)C